4-((4-aminophenyl)methyl)-2-phenylbenzenamine NC1=CC=C(C=C1)CC1=CC(=C(C=C1)N)C1=CC=CC=C1